ClC=1C=C2C=C(NC2=CC1OCC1=CC(=NO1)C)CNC(=O)C1(CCC1)C#N N-({5-chloro-6-[(3-methyl-5-isoxazolyl)methoxy]-2-indolyl}methyl)1-cyanocyclobutanecarboxamide